C12(CCC(CC1)C2)C=2C=CC=1N(C3=CC=CC=C3SC1C2)C 3-norbornyl-N-methylphenothiazine